C(C)C1=C2C(=CC(=CC2=CC=C1F)O)C1=C(C=2N=C(N=C(C2C=N1)N(CCNC)C)OC[C@]12CCCN2C[C@@H](C1)F)F 5-ethyl-6-fluoro-4-(8-fluoro-2-(((2R,7aS)-2-fluorotetrahydro-1H-pyrrolizin-7a(5H)-yl)methoxy)-4-(methyl(2-(methylamino)ethyl)amino)pyrido[4,3-d]pyrimidin-7-yl)naphthalen-2-ol